(2S,3R)-4-acryloyl-2-methylmorpholin C(C=C)(=O)N1C[C@@H](OCC1)C